4-(2-((1-(4-Carboxyphenyl)-1H-tetrazol-5-yl)thio)acetyl)benzoic acid C(=O)(O)C1=CC=C(C=C1)N1N=NN=C1SCC(=O)C1=CC=C(C(=O)O)C=C1